BrC=1C=CC(=NC1)OCC1CCN(CC1)C 5-bromo-2-((1-methylpiperidin-4-yl)methoxy)pyridine